ClC=1C=C(C=C(C1F)Cl)C1(CC(=NO1)N1CC2=C(C1)C(=C(S2)C(NCC)=S)C)C(F)(F)F 5-(5-(3,5-dichloro-4-fluorophenyl)-5-(trifluoromethyl)-4,5-dihydroisoxazol-3-yl)-N-ethyl-3-methyl-5,6-dihydro-4H-thieno[2,3-c]pyrrole-2-carbothioamide